C(C)(C)NC(OCC1CC(C1)C1=CC(=NN1)NC(=O)C1=CC(=NN1C)COCC)=O ((1r,3r)-3-(3-(3-(ethoxymethyl)-1-methyl-1H-pyrazole-5-carboxamido)-1H-pyrazol-5-yl)cyclobutyl)methyl isopropylcarbamate